COC=1N=NC2=CC(=CC=C2C1)C=1C(=NC=C(C1)C=1C=NN(C1)CC1(CC1)C(F)(F)F)C#N 3-(Methoxycinnolin-7-yl)-5-(1-{[1-(trifluoromethyl)cyclopropyl]methyl}-1H-pyrazol-4-yl)pyridin-2-carbonitril